O1CCN(CC1)C1=NOC(=N1)C=1C=C(C=NC1)O 5-(3-morpholino-1,2,4-oxadiazol-5-yl)pyridin-3-ol